FC=1C=C2C=NN(C2=CC1O)C1=CC=C(C=C1)C1=CC(=CC=C1)NC(C)=O N-(4'-(5-Fluoro-6-hydroxy-1H-indazol-1-yl)-[1,1'-biphenyl]-3-yl)acetamide